ClC=1N(N=C2C=CC(=C(C12)Cl)C1=NNC=2N=C(N(C(C21)=O)C)N2CC1COCC(C2)N1)C 3-(3,4-Dichloro-2-methyl-2H-indazol-5-yl)-5-methyl-6-{3-oxa-7,9-diazabicyclo[3.3.1]nonan-7-yl}-1H,4H,5H-pyrazolo[3,4-d]pyrimidin-4-one